[Sc+3].FC(C1=CC=C(C=C1)N1CC(C1)O)(F)F 1-[4-(trifluoromethyl)phenyl]azetidin-3-ol Scandium (III)